CCC=CCCCC=CC 3,8-decadiene